3-[5-fluoro-6-(6-hydroxy-1,4-diazepan-1-yl)-3-pyridyl]piperidine-2,6-dione FC=1C=C(C=NC1N1CCNCC(C1)O)C1C(NC(CC1)=O)=O